C(=O)O.N1CC(C1)CN1CCN(CC1)C=1C=C2C(N(C(C2=CC1)=O)C1C(NC(CC1)=O)=O)=O 5-[4-(azetidin-3-ylmethyl)piperazin-1-yl]-2-(2,6-dioxopiperidin-3-yl)isoindole-1,3-dione formate salt